ClC=1C=CC2=C(N(C(NC2(C)N2[C@H](CN(CC2)C(=O)OC(C)(C)C)C)=O)C2=C(C=CC=C2C)C(C)C)N1 tert-Butyl (S)-4-(7-chloro-1-(2-isopropyl-6-methylphenyl)-4-methyl-2-oxo-1,2-dihydropyrido[2,3-d]pyrimidin-4-yl)-3-methylpiperazine-1-carboxylate